CC1(NC(S(C2=C1C(=CC=C2C)C)(=O)=O)(C)C)N2C=NC1=C2C=CC(=C1C)C 4,5-dimethyl-4-(4,5-dimethyl-1H-benzo[d]imidazol-1-yl)-2,2,8-trimethyl-2H-benzo[e][1,3]thiazine 1,1-dioxide